N,N-diethyl-1,4-cyclohexane-diamine C(C)N(C1CCC(CC1)N)CC